C(C=C)(=O)N1[C@H](CN(CC1)C=1C2=C(N=C(N1)OC[C@H]1N(CCC1)C)CC(OC2)C2=CC=CC1=CC=CC=C21)CC#N 2-((2S)-1-acryloyl-4-(2-(((S)-1-methylpyrrolidin-2-yl)methoxy)-7-(naphthalen-1-yl)-7,8-dihydro-5H-pyrano[4,3-d]pyrimidin-4-yl)piperazin-2-yl)acetonitrile